C(C)OCCOC1=CC=C(N)C=C1 4-(2-Ethoxyethoxy)aniline